diallyl 2,2'-disulfanediyldiacetate S(SCC(=O)OCC=C)CC(=O)OCC=C